9-(hydroxyimino)-N2,N7-dimethyl-9H-fluorene-2,7-disulfonamide ON=C1C2=CC(=CC=C2C=2C=CC(=CC12)S(=O)(=O)NC)S(=O)(=O)NC